3-(4-(2-oxopropylsulfanyl)phenyl)-2-aminopropionic acid O=C(CSC1=CC=C(C=C1)CC(C(=O)O)N)C